COC(CC1=C(C=C(C=C1)OCCCl)F)=O [4-(2-chloroethoxy)-2-fluorophenyl]acetic acid methyl ester